5-chloro-3-((3,5-dimethylphenyl)sulfonyl)-N-(piperidin-4-yl)-1H-indole-2-carboxamide ClC=1C=C2C(=C(NC2=CC1)C(=O)NC1CCNCC1)S(=O)(=O)C1=CC(=CC(=C1)C)C